Methyl 2-([1-[2-(azetidin-1-yl)-4-fluoro-phenyl]-5-(3-cyclopropoxyphenyl)-1H-pyrazol-3-yl]methoxy)-2-methylpropanoate N1(CCC1)C1=C(C=CC(=C1)F)N1N=C(C=C1C1=CC(=CC=C1)OC1CC1)COC(C(=O)OC)(C)C